2,2-difluoropropyl (trans-4-((4-(4-chloro-1H-pyrazol-3-yl)-5-(trifluoromethyl)-pyrimidin-2-yl)amino)cyclohexyl)(5-(2-methoxypyrimidin-5-yl)pyridin-2-yl)carbamate ClC=1C(=NNC1)C1=NC(=NC=C1C(F)(F)F)N[C@@H]1CC[C@H](CC1)N(C(OCC(C)(F)F)=O)C1=NC=C(C=C1)C=1C=NC(=NC1)OC